C1(=CC=C(C=C1)C1=NC(=NC(=N1)C1=CC=C(C=C1)C1=CC=CC=C1)Cl)C1=CC=CC=C1 2,4-Bis(4-biphenyl-yl)-6-chloro-1,3,5-triazine